C1(=C(C=CC=C1)C1=CNC(C2=CC=CC=C12)=O)C 4-(o-tolyl)isoquinolin-1(2H)-one